2-{3-[(1H-1,3-Benzodiazol-2-ylmethyl)amino]propyl}-N-[(3-fluoropyridin-2-yl)methyl]-1,3-thiazole-4-carboxamide trihydrochloride Cl.Cl.Cl.N1C(=NC2=C1C=CC=C2)CNCCCC=2SC=C(N2)C(=O)NCC2=NC=CC=C2F